2-((4-(2,6-dioxopiperidin-3-yl)phenyl)amino)ethyl methanesulfonate CS(=O)(=O)OCCNC1=CC=C(C=C1)C1C(NC(CC1)=O)=O